3-(4-cyano-2-methoxyphenoxy)-N-{3-[(R)-imino(methyl)oxo-λ6-sulfanyl]phenyl}-5-methyl-6-(4-methylphenyl)pyridazine-4-carboxamide C(#N)C1=CC(=C(OC=2N=NC(=C(C2C(=O)NC2=CC(=CC=C2)[S@](=O)(C)=N)C)C2=CC=C(C=C2)C)C=C1)OC